6-bromo-1-cyclopropyl-7-fluoro-4-[[1-cyclopropyl-2,2-difluoro-3-hydroxy-propyl]amino]quinolin-2-one BrC=1C=C2C(=CC(N(C2=CC1F)C1CC1)=O)NC(C(CO)(F)F)C1CC1